NC1=NNC2=CC=CC(=C12)C=1C=C2C=CC=C(C2=CC1)C(=O)NC1=CC(=CC=C1)[N+](=O)[O-] 6-(3-amino-1H-indazol-4-yl)-N-(3-nitrophenyl)-1-naphthalenecarboxamide